C(CCCCCCCCCCCCCCCCCC)C=1OCCCN1 2-nonadecyl-4,5-dihydro-1,3-oxazine